FC(C(=O)O)(F)F.ClC=1C=2N(C=C(C1)C=1C=C(C=3N(N1)C=C(N3)C)C)C=C(N2)C2CCNCC2 6-(8-chloro-2-(piperidin-4-yl)imidazo[1,2-a]pyridin-6-yl)-2,8-dimethylimidazo[1,2-B]pyridazine trifluoroacetate